3-(4-hydroxyphenyl)-N-(1H-indol-4-yl)propionamide OC1=CC=C(C=C1)CCC(=O)NC1=C2C=CNC2=CC=C1